C1(CC1)C1=CC=NC2=CC=C(C=C12)OCC12CCC(CC1)(CC2)OCC=2C(=NOC2C2CC2)C2=C(C=NC=C2Cl)Cl 4-Cyclopropyl-6-((4-((5-cyclopropyl-3-(3,5-dichloropyridin-4-yl)isoxazol-4-yl)methoxy)bicyclo[2.2.2]octan-1-yl)methoxy)chinolin